tert-butyl 6-methoxy-3,4-dihydroisoquinoline-2(1H)-carboxylate COC=1C=C2CCN(CC2=CC1)C(=O)OC(C)(C)C